1-cyclobutyl-3-phenyl-3-(4-phenyl-2H-1,2,3-triazol-2-yl)propan-1-one C1(CCC1)C(CC(N1N=CC(=N1)C1=CC=CC=C1)C1=CC=CC=C1)=O